[K+].FC(C(C(C(F)(F)F)(F)F)(F)F)(S(=O)(=O)[O-])F Perfluorobutylsulfonic acid potassium salt